aminoethylaminoisobutylmethyldiMethoxysilane NCCNCO[Si](OC)(C)CC(C)C